ClC1=C(C#N)C=CC(=C1)N1CC2(C[C@@H]1C)CCN(CC2)C2=CC=C(C=C2)C(=O)N2CCC(CC2)CN2CCN(CC2)C2=CC(=CC=C2)N[C@@H]2C(NC(CC2)=O)=O 2-Chloro-4-((S)-8-(4-(4-((4-(3-(((S)-2,6-dioxopiperidin-3-yl)amino)phenyl)piperazin-1-yl)methyl)piperidine-1-carbonyl)phenyl)-3-methyl-2,8-diazaspiro[4.5]decan-2-yl)benzonitrile